7-(3-chloro-4-fluorophenyl)-N-(4-(2-(pyrrolidin-1-yl)ethoxy)phenyl)thieno-[3,2-d]pyrimidin-2-amine ClC=1C=C(C=CC1F)C1=CSC2=C1N=C(N=C2)NC2=CC=C(C=C2)OCCN2CCCC2